4-bromo-3-(propane-2-yloxy)benzoic acid methyl ester COC(C1=CC(=C(C=C1)Br)OC(C)C)=O